4-[(Z)-4-(tert-butyldimethylsilyloxy)-2-butenyloxy]-3-chloro-2-fluorobenzene [Si](C)(C)(C(C)(C)C)OC\C=C/COC1=C(C(=CC=C1)F)Cl